C(CCCCCCCCCCCCCCC)(=O)OCC(CO)O 2,3-dihydroxypropyl hexadecanoate